NC1CCC(CC1)OC=1C=C2C(=CC=NC2=CC1)OC1=C(C=C(C=C1)CC(=O)NC=1C=NN(C1)C(C)(C)C)C 2-(4-((6-(((1r,4r)-4-aminocyclohexyl)oxy)quinolin-4-yl)oxy)-3-methylphenyl)-N-(1-(tert-butyl)-1H-pyrazol-4-yl)acetamide